3-(dimethylamino)phenol CN(C=1C=C(C=CC1)O)C